C(C)(C)(C)OC(=O)N(C=1SC(=C(N1)C(=O)OC)CC(COC1=C(C=C(C=C1)C#CCN(C)C)F)(C)C)C methyl 2-{[(tert-butoxy) carbonyl] (methyl) amino}-5-(3-{4-[3-(dimethylamino) prop-1-yn-1-yl]-2-fluorophenoxy}-2,2-dimethylpropyl)-1,3-thiazole-4-carboxylate